COC(=O)CC=1C(NC(NC1)=O)=O methoxycarbonylmethyl-uracil